O=C1NC(CCC1N1C(C2=CC=CC(=C2C1=O)OC(C(=O)O)CCC)=O)=O ((2-(2,6-dioxopiperidin-3-yl)-1,3-dioxoisoindolin-4-yl)oxy)pentanoic acid